(3R)-3-hydroxy-3-methyl-1-tetrahydropyran-2-yl-4-(4,4,5,5-tetramethyl-1,3,2-dioxaborolan-2-yl)pyrrolo[2,3-b]pyridin-2-one O[C@]1(C(N(C2=NC=CC(=C21)B2OC(C(O2)(C)C)(C)C)C2OCCCC2)=O)C